CN(C(C1=CC(=CC=C1)NC(CC(C)=O)=O)=O)C N,N-dimethyl-3-(3-oxobutanamido)benzamide